2-((6-chlorobenzo[d]oxazol-2-yl)amino)-N-(2-(2-hydroxyethoxy)ethyl)benzo[d]oxazole-5-carboxamide ClC1=CC2=C(N=C(O2)NC=2OC3=C(N2)C=C(C=C3)C(=O)NCCOCCO)C=C1